2-((tert-Butoxycarbonyl)amino)isonicotinic acid methyl ester COC(C1=CC(=NC=C1)NC(=O)OC(C)(C)C)=O